FC(C1=CC=C(C=C1)N1N=C(C=C1)NC=1N=CC(=NC1)C#N)(F)F 5-((1-(4-(trifluoromethyl)phenyl)-1H-pyrazol-3-yl)amino)pyrazine-2-carbonitrile